C1(CCCCC1)C[C@H](C(=O)N1CC([C@@](CC1)(O)CN1C=C(C(=CC1=O)C1=CC=CC=C1)C(=O)N(C)C)(C)C)C 1-(((R)-1-((R)-3-cyclohexyl-2-methylpropanoyl)-4-hydroxy-3,3-dimethylpiperidin-4-yl)methyl)-N,N-dimethyl-6-oxo-4-phenyl-1,6-dihydropyridine-3-carboxamide